CC([C@H](C)N)(C)C (S)-3,3-dimethyl-2-butylamine